C(C)N1N=C(C(=C1C(=O)OCC)NC(CC(=O)OC)=O)C ethyl 1-ethyl-4-(3-methoxy-3-oxopropanamido)-3-methyl-1H-pyrazole-5-carboxylate